S1C(=CC=C1)C1=CC=C(C(=O)O)C=C1 Para-(2-thienyl)benzoic acid